2-(4-(4-fluoro-3-isopropyl-2-(8-methoxy-[1,2,4]triazolo[1,5-a]pyridin-6-yl)-1H-pyrrolo[2,3-c]pyridin-5-yl)piperidin-1-yl)acetamide FC1=C2C(=CN=C1C1CCN(CC1)CC(=O)N)NC(=C2C(C)C)C=2C=C(C=1N(C2)N=CN1)OC